C(CC)C1(C=C)CC=C(C=C1)CCC p-di(n-propyl)styrene